C(CCCCCCCCCCCCCCC)N1C(=C(C(C=C1)=O)OCC=C)CC N-hexadecyl-2-ethyl-3-(2-propen-1-yloxy)-pyridin-4-one